BrC=1C=C(OCC(CN(C)CC2=CC(=C(C=C2)OCCN2CCC(CC2)C)OC)O)C=CC1F 1-(3-bromo-4-fluorophenoxy)-3-((3-methoxy-4-(2-(4-methylpiperidin-1-yl)ethoxy)benzyl)(methyl)amino)propan-2-ol